ClC1=CC(=C(C=C1)C(=C)CCON(N)C(=O)NN)C1=NC=NC(=C1)OC N'-{1-[4-chloro-2-(6-methoxypyrimidin-4-yl)phenyl]vinyl}ethoxycarbohydrazide